methylcyclopentadienyl-(trimethyl)platinum CC1(C=CC=C1)[Pt](C)(C)C